O=S1CCN(CC1)C1=CC=C(S1)C=C1C(=NOC1=O)C(C(F)(F)F)(F)F 4-((5-(1-oxidothiomorpholino)thiophen-2-yl)methylene)-3-(perfluoroethyl)isoxazol-5(4H)-one